7-(7-fluoro-3-(methoxymethoxy)-8-((triisopropylsilyl)ethynyl)naphthalen-1-yl)-2-(((2R,7aS)-2-fluorotetrahydro-1H-pyrrolizin-7a(5H)-yl)methoxy)-5-methoxypyrido[4,3-d]pyrimidin-4-amine FC1=CC=C2C=C(C=C(C2=C1C#C[Si](C(C)C)(C(C)C)C(C)C)C1=CC=2N=C(N=C(C2C(=N1)OC)N)OC[C@]12CCCN2C[C@@H](C1)F)OCOC